4-chlorobenzyl (4-(1-(pyrrolidine-1-carboxamido)ethyl)phenyl)carbamate N1(CCCC1)C(=O)NC(C)C1=CC=C(C=C1)NC(OCC1=CC=C(C=C1)Cl)=O